4-chloro-N-(3,4-difluoro-5-(3-morpholinoquinoxaline-6-carbonyl)phenyl)-3-(trifluoromethyl)benzamide ClC1=C(C=C(C(=O)NC2=CC(=C(C(=C2)C(=O)C=2C=C3N=C(C=NC3=CC2)N2CCOCC2)F)F)C=C1)C(F)(F)F